BrC1=CC(=C(C(=C1)\C=C\B1OC(C(O1)(C)C)(C)C)O)C1CC1 4-bromo-2-cyclopropyl-6-[(E)-2-(4,4,5,5-tetramethyl-1,3,2-dioxaborolan-2-yl)vinyl]phenol